[Si](C1=CC=CC=C1)(C1=CC=CC=C1)(C(C)(C)C)OC1C(COC1)(C)N1CCN(CC1)C1=C(C=C2C=NNC2=C1)Cl 6-(4-(4-((tert-butyldiphenylsilyl)oxy)-3-methyltetrahydrofuran-3-yl)piperazin-1-yl)-5-chloro-1H-indazole